FC=1C=C2C=C(NC2=CC1OCC1=CC(=NO1)C)CNC(=O)N1CCCC1 N-((5-fluoro-6-((3-methylisoxazol-5-yl)methoxy)-1H-indol-2-yl)methyl)pyrrolidine-1-carboxamide